6-(3,5-difluorophenoxy)-7-methylbenzo[d]isothiazol FC=1C=C(OC2=C(C3=C(C=NS3)C=C2)C)C=C(C1)F